COC(C(CC(=O)NNC(=O)C=1SC=C(N1)C(=O)N1CCC(CC1)F)(C)C)=O 4-(2-(4-(4-fluoropiperidine-1-carbonyl)thiazole-2-carbonyl)hydrazino)-2,2-dimethyl-4-oxobutanoic acid methyl ester